COC=1C=C(C=CC1)C=CC=C(C=O)C 5-(3-methoxyphenyl)-2-methylpenta-2,4-dienal